CC1=C(C=C(C=N1)NC(=O)C1=CN(C2=CC=CC=C12)C(=O)OC(C)(C)C)C=1C=NC2=CC(=NC=C2C1)NC tert-butyl 3-((6-methyl-5-(7-(methylamino)-1,6-naphthyridin-3-yl)pyridin-3-yl)carbamoyl)-1H-indole-1-carboxylate